FC(C1=CC(=NC=N1)N1CCC2(CN3N([C@@H](CC3)C3=CC(=CC(=C3)F)F)C2=O)CC1)F (7'S)-1-[6-(difluoromethyl)pyrimidin-4-yl]-7'-(3,5-difluorophenyl)dihydro-1'H,3'H,5'H-spiro[piperidine-4,2'-pyrazolo[1,2-a]pyrazol]-1'-one